4-fluoro-3-methoxy-N-((2R)-1-oxo-3-phenyl-1-(6-(pyridin-3-yl)-5,6-dihydropyridin-1(2H)-yl)propan-2-yl)benzamide FC1=C(C=C(C(=O)N[C@@H](C(N2CC=CCC2C=2C=NC=CC2)=O)CC2=CC=CC=C2)C=C1)OC